(R)-4-(dimethylamino)-1-(7-methyl-4-((3-methyl-4-((6-methylpyridin-3-yl)oxy)phenyl)amino)-5,7-dihydro-6H-pyrrolo[3',4':4,5]thieno[2,3-d]pyrimidin-6-yl)but-2-en-1-one CN(CC=CC(=O)N1CC2=C(SC=3N=CN=C(C32)NC3=CC(=C(C=C3)OC=3C=NC(=CC3)C)C)[C@H]1C)C